6,8-dioxo-5,7-diazaspiro[3.4]octane-2-carboxamide O=C1NC2(CC(C2)C(=O)N)C(N1)=O